2-Benzenesulfonamido-N-[2-methyl-5-(thiomorpholine-4-sulfonyl)thiophen-3-yl]acetamide C1(=CC=CC=C1)S(=O)(=O)NCC(=O)NC1=C(SC(=C1)S(=O)(=O)N1CCSCC1)C